(1S,2S,5R)-2-((R)-2,2-difluoro-1-hydroxyethyl)-3,8-diazabicyclo[3.2.1]octane-8-carboxylic acid tert-butyl ester C(C)(C)(C)OC(=O)N1[C@@H]2[C@H](NC[C@H]1CC2)[C@H](C(F)F)O